FC(OC=1N(N=C2N=C(C=CC21)C2=C(C=C(C=C2C)C(F)(F)F)O)[C@@H]2CCC(N(C2)C)=O)F (R)-5-(3-(difluoromethoxy)-6-(2-hydroxy-6-methyl-4-(trifluoromethyl)phenyl)-2H-pyrazolo[3,4-b]pyridin-2-yl)-1-methylpiperidin-2-one